Methyl-(S,E)-2-amino-4-oxohept-5-enoic acid trifluoroacetate salt FC(C(=O)O)(F)F.C[C@@](C(=O)O)(CC(\C=C\C)=O)N